5-fluoro-3-pyridineformylhydrazine FC=1C=C(C=NC1)C(=O)NN